FS(C1=CC=C(C=C1)N[C@@H]1CC[C@H](CC1)S(=O)(=O)C1=CC=C(C=C1)C=1C=CC=2N(C1)C(=NN2)C#N)(F)(F)(F)F 6-(4-{[trans-4-{[4-(pentafluoro-λ6-sulfanyl)phenyl]Amino}cyclohexyl]sulfonyl}phenyl)-[1,2,4]triazolo[4,3-a]pyridine-3-carbonitrile